BrC=1C=CC(=NC1)N1N=CC(=C1)C(=O)O 1-(5-bromopyridin-2-yl)-1H-pyrazole-4-carboxylic acid